3-((6-(cyclopropane-carboxamido)pyrimidin-4-yl)oxy)-N-(4-((4-ethylpiperazin-1-yl)methyl)-3-(trifluoromethyl)phenyl)-4-methyl-benzamide C1(CC1)C(=O)NC1=CC(=NC=N1)OC=1C=C(C(=O)NC2=CC(=C(C=C2)CN2CCN(CC2)CC)C(F)(F)F)C=CC1C